NC(C(=O)C1=CC=C(C=C1)N1CCOCC1)(CC)CC1=CC=C(C=C1)C amino-2-(4-methylbenzyl)-1-(4-morpholin-4-yl-phenyl)butan-1-one